1-Heptyl-2-propylpyrrolium triflate [O-]S(=O)(=O)C(F)(F)F.C(CCCCCC)[NH+]1C(=CC=C1)CCC